3-cyano-N-cyclopentyl-N,5-dimethyl-1H-indole-2-carboxamide C(#N)C1=C(NC2=CC=C(C=C12)C)C(=O)N(C)C1CCCC1